N=S(=O)(C1(CC1)C1=NC(=NC(=C1)N1[C@@H](COCC1)C)C1=C2C(=NC=C1)NC=C2)C imino-methyl-[1-[6-[(3R)-3-methylmorpholine-4-yl]-2-(1H-pyrrolo[2,3-b]pyridine-4-yl)pyrimidine-4-yl]cyclopropyl]-oxo-lambda6-sulfane